OC(COC1=CC=C(C=C1)OCC(C)O)C 1,4-Bis(2-hydroxypropoxy)benzene